N1(CCOCC1)C(=O)C1=CC(=NC(=C1)C=1N=NN(C1)C1=CC(=C(C(=O)O)C=C1)O)C=1N=NN(C1)C1=CC(=C(C(=O)O)C=C1)O 4,4'-((4-(morpholine-4-carbonyl)pyridine-2,6-diyl)bis(1H-1,2,3-triazole-4,1-diyl))bis(2-hydroxybenzoic acid)